C(CCCCCCCCCCCCCCCCCCCCCCCCCCCCCCCC)(=O)OCCCCCCCC\C=C/C[C@H](O)CCCCCC ricinoleyl tritriacontanoate